FC1(CN(CC[C@H]1NC1=NN2C(C(=N1)OC)=C(C=C2)C=2C=CC1=C(N(N=N1)C(CF)CF)C2)C([2H])([2H])[2H])F (R)-N-(3,3-difluoro-1-(methyl-d3)piperidin-4-yl)-5-(1-(1,3-difluoropropan-2-yl)-1H-benzo[d][1,2,3]triazol-6-yl)-4-methoxypyrrolo[2,1-f][1,2,4]triazin-2-amine